FC(C(=O)N1[C@H]2CC(C[C@@H]1CC2)O)(F)C=2C=C(C(=O)NC1=CC(=C(C(=C1)F)F)F)C=CC2C 3-(1,1-difluoro-2-((1R,3s,5S)-3-hydroxy-8-azabicyclo[3.2.1]octan-8-yl)-2-oxoethyl)-4-methyl-N-(3,4,5-trifluorophenyl)benzamide